CC(C(=O)OC(C(C(C)(C)C)C)=O)C(C)(C)C 2,3,3-trimethylbutyric anhydride